1,2-bis(difluoromethoxy)-4-iodobenzene FC(OC1=C(C=C(C=C1)I)OC(F)F)F